methyl allyl terephthalate C(C1=CC=C(C(=O)OCC=C)C=C1)(=O)OC